C1(=CC=CC=C1)P(=O)(C1=CC=CC=C1)N=[N+]=[N-] diphenylphosphinyl azide